N-cyclopropyl-2-(difluoromethoxy)-6-methoxy-4-[6-(oxetan-3-yl)pyrazolo[1,5-a]pyridin-3-yl]benzamide C1(CC1)NC(C1=C(C=C(C=C1OC)C=1C=NN2C1C=CC(=C2)C2COC2)OC(F)F)=O